decyl-tris-(2-ethoxyethoxy)silane C(CCCCCCCCC)[Si](OCCOCC)(OCCOCC)OCCOCC